C(C)(=O)C1=C(C=CC=C1)C1CCCCC1 acetylcyclohexylbenzene